FC(C1=NN=C(O1)C1=CC=C2C[C@@](N(C(C2=C1)=O)C)(C)C1=CC(=C(C=C1)F)F)F (3S)-7-[5-(difluoromethyl)-1,3,4-oxadiazol-2-yl]-3-(3,4-difluorophenyl)-2,3-dimethyl-3,4-dihydroisoquinolin-1(2H)-one